N-(4-((4-Butoxyphenyl)amino)benzyl)-1-ethyl-5-oxopyrrolidine-3-carboxamide C(CCC)OC1=CC=C(C=C1)NC1=CC=C(CNC(=O)C2CN(C(C2)=O)CC)C=C1